6,6'-(((3-(Dimethylamino)propyl)azanediyl)bis(methylene))bis(2-(tert-butyl)-4-methyl-phenol) CN(CCCN(CC1=CC(=CC(=C1O)C(C)(C)C)C)CC1=CC(=CC(=C1O)C(C)(C)C)C)C